M-DIMETHOXYBENZENE COC1=CC(=CC=C1)OC